COC(=O)C1(CCCC2=CC=CC=C12)N1N=CC=2C1=NC(=NC2Cl)N 1-(6-amino-4-chloro-1H-pyrazolo[3,4-d]pyrimidin-1-yl)-1,2,3,4-tetrahydronaphthalene-1-carboxylic acid methyl ester